FC(C)(F)C=1C=C(C=CC1)[C@@H](C)NC=1C2=C(N=C(N1)C)C=NC(=C2)N2C[C@@H](CC2)N(C)C N-{(1R)-1-[3-(1,1-Difluoroethyl)phenyl]ethyl}-6-[(3R)-3-(dimethylamino)pyrrolidin-1-yl]-2-methylpyrido[3,4-d]pyrimidin-4-amine